tert-butyl (3-chloro-4-(trifluoromethoxy)benzyl)(3-oxo-3-((3-((6-(2-oxo-1,2-dihydropyrimidin-4-yl)-1-(tetrahydro-2H-pyran-2-yl)-1H-indazol-4-yl)amino)propyl)amino)propyl)carbamate ClC=1C=C(CN(C(OC(C)(C)C)=O)CCC(NCCCNC2=C3C=NN(C3=CC(=C2)C2=NC(NC=C2)=O)C2OCCCC2)=O)C=CC1OC(F)(F)F